ClC(CC(CCCCCCCCCCC)O)(Cl)Cl trichloroethyl-dodecyl alcohol